CN1CCN(CC1)C[C@@H]1CC[C@H](CO1)NC=1C2=C(N=CN1)NC=C2C=O (4-{[(3R,6S)-6-[(4-methylpiperazin-1-yl)methyl]-3,4,5,6-tetrahydro-2H-pyran-3-yl]amino}-7H-pyrrolo[2,3-d]pyrimidin-5-yl)methanone